3-(4-bromo-2-methoxyphenyl)-6-chloro-4-methyl-1,2,4-triazin-5(4H)-one BrC1=CC(=C(C=C1)C1=NN=C(C(N1C)=O)Cl)OC